N-(8,9-difluoro-4-methoxy-6-oxo-1,4,5,6-tetrahydro-2H-pyrano[3,4-c]isoquinolin-1-yl)-5,6-difluoro-N-methyl-1H-indole-2-carboxamide FC=1C(=CC=2C3=C(NC(C2C1)=O)C(OCC3N(C(=O)C=3NC1=CC(=C(C=C1C3)F)F)C)OC)F